BrC1=CC=C(C=C1)C1=NN(C(=C1)CC)C(=O)OC(C)(C)C tert-Butyl 3-(4-bromophenyl)-5-ethyl-pyrazole-1-carboxylate